(R)-2-(2-(methoxymethyl)pyrrolidin-1-yl)benzo[d]oxazol-6-amine COC[C@@H]1N(CCC1)C=1OC2=C(N1)C=CC(=C2)N